Cl.FC(C1=NC=CC2=C1N(C1=CN=CC=C12)CCN1CCOCC1)(F)F 4-(2-(1-(trifluoromethyl)-9H-pyrrolo[2,3-c:5,4-c']dipyridin-9-yl)ethyl)morpholine hydrochloride salt